C(CCCCCCCCCCCCCCCCC)NC(CC(C(=O)[O-])S(=O)(=O)O)=O.[Na+].[Na+].C(CCCCCCCCCCCCCCCCC)NC(CC(C(=O)[O-])S(=O)(=O)O)=O disodium 4-(octadecylamino)-4-oxo-2-sulfo-butanoate